4-{[1-(2-cyanoacetyl)piperidin-4-yl]amino}-1-(2,2,2-trifluoroethyl)-1H-indol C(#N)CC(=O)N1CCC(CC1)NC1=C2C=CN(C2=CC=C1)CC(F)(F)F